2-hydroxy-1,3-propanediamide OC(C(=O)N)C(=O)N